5-Methyl-N4-[3-(2-methylpropanamido)phenyl]-N2-[4-(4-methylpiperazin-1-yl)phenyl]pyrimidine-2,4-diamine CC=1C(=NC(=NC1)NC1=CC=C(C=C1)N1CCN(CC1)C)NC1=CC(=CC=C1)NC(C(C)C)=O